C(#N)[S-] The molecule is a pseudohalide anion obtained by deprotonation of the thiol group of thiocyanic acid. It has a role as a human metabolite. It is a pseudohalide anion and a sulfur molecular entity. It is a conjugate base of an isothiocyanic acid and a thiocyanic acid.